tert-butyl 2-(2-{[(2S)-4-(tert-butoxycarbonyl)-1,4-oxazepan-2-yl]formamido}-2-cyanoethyl)-6-(3-methyl-2-oxo-1,3-benzoxazol-5-yl)indole-1-carboxylate C(C)(C)(C)OC(=O)N1C[C@H](OCCC1)C(=O)NC(CC=1N(C2=CC(=CC=C2C1)C=1C=CC2=C(N(C(O2)=O)C)C1)C(=O)OC(C)(C)C)C#N